methyl O-(cyclohexylmethyl)-L-threoninate C1(CCCCC1)CO[C@@H]([C@H](N)C(=O)OC)C